C1(C#CCCCCC1)OC(NCCN)=O cyclooct-2-yn-1-yl(2-aminoethyl)carbamate